FC1=CC=C(C=N1)NC(CC1=NN(C=C1)C1=CC(=C(C=C1)[N+](=O)[O-])C(F)(F)F)=O N-(6-fluoropyridin-3-yl)-2-(1-(4-nitro-3-trifluoromethylphenyl)-1H-pyrazol-3-yl)acetamide